COC(=O)[C@]1(C[C@H](N(CC1)S(=O)(=O)C1=C(C=CC=C1)C(F)(F)F)C)CC1=NC(=CC=C1F)NC1=NNC(=C1)C (2R,4R)-4-((3-fluoro-6-((5-methyl-1H-pyrazol-3-yl)amino)-pyridin-2-yl)methyl)-2-methyl-1-((2-(trifluoromethyl)phenyl)sulfonyl)piperidine-4-carboxylic acid methyl ester